C(#N)C[C@@H]1N(CCN(C1)C=1C2=C(N=C(N1)S(=O)C)CN(CC2)C2=CC=CC1=CC=CC(=C21)C)C(=O)OCC2=CC=CC=C2 benzyl (2S)-2-(cyanomethyl)-4-[7-(8-methyl-1-naphthyl)-2-methyl sulfinyl-6,8-dihydro-5H-pyrido[3,4-d]pyrimidin-4-yl]piperazine-1-carboxylate